C1CC(CCC1CC#N)N2C(=NC3=CN=C4C(=C32)C=CN4)CC(=O)NC5CCOCC5 2-(1-((1r,4r)-4-(cyanomethyl)cyclohexyl)-1,6-dihydroimidazo[4,5-d]pyrrolo[2,3-b]pyridin-2-yl)-N-(tetrahydro-2H-pyran-4-yl)acetamide